CC=1C=C(C(=NC1)C(C(=O)OCC)C(=O)OCC)[N+](=O)[O-] Diethyl 2-(5-methyl-3-nitro-2-pyridyl)propanedioate